(R)-3-chloro-4-((3,5-difluoropyridine-2-yl)methoxy-d2)-2'-(4-(2-hydroxypropan-2-yl)thiazol-2-yl)-5',6-dimethyl-2H-[1,4'-Bipyridyl]-2-one ClC=1C(N(C(=CC1OC([2H])([2H])C1=NC=C(C=C1F)F)C)C1=CC(=NC=C1C)C=1SC=C(N1)C(C)(C)O)=O